C(C)(=O)O[C@@H]1C[C@H](O[C@H]1N1C2=NC(=NC=C2N(C1=O)CC1=CC(=CC=C1)Cl)N)COC(C)=O ((2S,4R,5R)-4-acetoxy-5-(2-amino-7-(3-chlorobenzyl)-8-oxo-7,8-dihydro-9H-purin-9-yl)tetrahydrofuran-2-yl)methylacetat